FC(C(C1=CC=C(C=C1)F)NS(=O)(=O)C=1C=CC=2N(N1)C=NN2)(F)F N-(2,2,2-trifluoro-1-(4-fluorophenyl)ethyl)-[1,2,4]triazolo[4,3-b]pyridazine-6-sulfonamide